C(C)(C)(C)NS(=O)(=O)C=1C=C(C=CC1C1=CN=C(S1)C1=CC=C(C=C1)[N+](=O)[O-])NC(OCC)=O ethyl (3-(N-(tert-butyl)sulfamoyl)-4-(2-(4-nitrophenyl)thiazol-5-yl)phenyl)carbamate